2-Chloro-5-{[(3-hydroxy-2,2-dimethylpropionyl)amino]methyl}-N-[1-(propan-2-yl)-1H-indazol-4-yl]benzamide ClC1=C(C(=O)NC2=C3C=NN(C3=CC=C2)C(C)C)C=C(C=C1)CNC(C(CO)(C)C)=O